Cl.C12(CC3CC(CC(C1)C3)C2)C(C)N 1-(1-adamantyl)ethylamine hydrochloride